C(C)(C)(C)NS(=O)(=O)C=1C(=C(C=CC1)NC(=O)C1=NC=C(N=C1N1CCC2(CC2)CC1)NC(CO)(C)C)F N-(3-(N-(tert-butyl)sulfamoyl)-2-fluorophenyl)-5-((1-hydroxy-2-methylpropan-2-yl)amino)-3-(6-azaspiro[2.5]octan-6-yl)pyrazine-2-carboxamide